C(C)(=O)O.C(C)(=O)O.OCC(O)CO Glycerin diacetat